COC(=O)[C@@H]1C[C@H](CCC1)OC=1C(=NC(=CC1)C=1N=NN(C1CNC=1N=NC=C(C1)CCCC)C)C (1s,3s)-3-((6-(5-(((5-butylpyridazin-3-yl)amino)methyl)-1-methyl-1H-1,2,3-triazol-4-yl)-2-methylpyridin-3-yl)oxy)cyclohexane-1-carboxylic acid methyl ester